C(C)C(C(=O)O)(CCCCCCCCCCCCCCCC)CCCCCC.C(CCCCCCCCCCCCCCCCC)(=O)OC(CCCCC)CC ethylhexyl stearate (ethylhexylstearate)